3-[2-hydroxy-3-(4-methoxyphenylamino)propyl]-1H-1,2,4-triazol-5(4H)-one OC(CC1=NNC(N1)=O)CNC1=CC=C(C=C1)OC